2-(cyclohexylmethyl)-N-(3-methylsulfonylphenyl)-5-(trifluoromethyl)pyrazole-3-carboxamide C1(CCCCC1)CN1N=C(C=C1C(=O)NC1=CC(=CC=C1)S(=O)(=O)C)C(F)(F)F